C[C@H]1NC[C@@H](N(C1)C(=O)OC(C)(C)C)C1=CC(=CC=C1)N1CCN(CC1)C tert-butyl (2S,5R)-5-methyl-2-[3-(4-methylpiperazin-1-yl)phenyl]piperazine-1-carboxylate